2-methyl-2-((2-oxo-4-(o-tolyl)-2H-chromen-7-yl)amino)propanamide CC(C(=O)N)(C)NC1=CC=C2C(=CC(OC2=C1)=O)C1=C(C=CC=C1)C